C(C)C1C(OP(OCCCC1)(O)=O)(CC)CC triethylhexanophosphoric acid